1-{2-hydroxy-5-[methoxy(methyl)carbamoyl]phenyl}-1H-1,2,3-triazol OC1=C(C=C(C=C1)C(N(C)OC)=O)N1N=NC=C1